CC(CC[C@@H](C(=O)O)NCC=1C=C2C=CC=NC2=CC1)(C)C (2S)-5,5-dimethyl-2-{[(quinolin-6-yl)methyl]amino}hexanoic acid